OC1=CC(=NC=C1)NC(OC(C)(C)C)=O tert-Butyl N-(4-hydroxy-2-pyridyl)carbamate